N-[1-(3,5-dimethyl-pyrazol-1-yl)propan-2-yl]-1-(1,5-dimethylpyrazol-4-yl)sulfonylpiperidine-4-carboxamide CC1=NN(C(=C1)C)CC(C)NC(=O)C1CCN(CC1)S(=O)(=O)C=1C=NN(C1C)C